C[C@H]1N(CCC(C1)=O)C(=O)OCCCC butyl (R)-2-methyl-4-oxopiperidine-1-carboxylate